6-(2-(5-methyl-2-(trifluoromethyl)pyridin-4-yl)-2,6-diazaspiro[3.4]octan-6-yl)-1-(oxetan-3-yl)-1H-pyrazolo[3,4-b]pyrazine CC=1C(=CC(=NC1)C(F)(F)F)N1CC2(C1)CN(CC2)C2=CN=C1C(=N2)N(N=C1)C1COC1